4,5-dibromo-2-methyl-1-((2-(trimethylsilyl)ethoxy)methyl)-1H-imidazole BrC=1N=C(N(C1Br)COCC[Si](C)(C)C)C